beta-hydroxy-aspartate OC([C@H](N)C(=O)[O-])C(=O)[O-]